C1N(CC2=CC=CC=C12)C=1N=C2N(C(C1C)=O)C=C(C=C2C(C)NC2=C(C(=O)O)C=CC=C2)C 2-((1-(2-(isoindolin-2-yl)-3,7-dimethyl-4-oxo-4H-pyrido[1,2-a]pyrimidin-9-yl)ethyl)amino)benzoic acid